FC=1C=C2C(C=C(OC2=C(C1)F)C(=O)O)=O 6,8-difluoro-4-oxo-4H-chromene-2-carboxylic acid